COC1=CC=C(C=C1)N1C(OCC1COCC1=C(C(=O)NC2=NN=NN2C)C=CC(=N1)C(F)(F)F)=O 2-(((3-(4-methoxyphenyl)-2-oxooxazolidin-4-yl)methoxy)methyl)-N-(1-methyl-1H-tetrazol-5-yl)-6-(trifluoromethyl)nicotinamide